COCCN(C=1N=C(C2=C(N1)C(=NC(=N2)N(CCOC)CCOC)NCC2=CC(=CC=C2)S(=O)(=O)C)N2CC(N(CC2)C)=O)CCOC 4-(2,6-bis(bis(2-methoxyethyl)amino)-8-((3-(methylsulfonyl)benzyl)amino)pyrimido[5,4-d]pyrimidin-4-yl)-1-methylpiperazin-2-one